C1=CC=CC=2C3=CC=CC=C3N(C12)C1=CC=C(C=C1)C1=CC(=C2C=CC3=C(C=C(C4=CC=C1C2=C34)C3=CC=C(C=C3)N3C4=CC=CC=C4C=4C=CC=CC34)C3=CC=C(C=C3)N3C4=CC=CC=C4C=4C=CC=CC34)C3=CC=C(C=C3)N3C4=CC=CC=C4C=4C=CC=CC34 1,3,6,8-tetra(4-(9H-carbazole-9-yl)phenyl)pyrene